FC1=CC2=C(NC([C@H](CS2(=O)=O)NC(OC(C)(C)C)=O)=O)C=C1/C(/N)=N/O tert-butyl N-[(3R)-8-fluoro-7-[(Z)-N'-hydroxycarbamimidoyl]-1,1,4-trioxo-3,5-dihydro-2H-1λ6,5-benzothiazepin-3-yl]carbamate